ClC1=CC2=C(O[C@H](CN2S(=O)(=O)C2=CC3=CC=CC=C3C=C2)C=C)C=C1 (S)-6-chloro-4-(naphthalen-2-ylsulfonyl)-2-vinyl-3,4-dihydro-2H-benzo[b][1,4]Oxazine